trans-4-(3,4-dihydroisoquinolin-2(1H)-yl)-1-(6-((4-methoxyphenyl)amino)pyrimidin-4-yl)piperidin-3-ol C1N(CCC2=CC=CC=C12)[C@H]1[C@@H](CN(CC1)C1=NC=NC(=C1)NC1=CC=C(C=C1)OC)O